(2R)-1-hydroxypropane OCCC